(4-methoxybenzyl)-4-nitro-1H-pyrazole-3-carboxamide COC1=CC=C(CN2N=C(C(=C2)[N+](=O)[O-])C(=O)N)C=C1